2,2-difluoroethyl (4-cyclobutyl-3-(3,3-difluoro-1-methylcyclobutyl)-1-methyl-1H-pyrazol-5-yl)carbamate C1(CCC1)C=1C(=NN(C1NC(OCC(F)F)=O)C)C1(CC(C1)(F)F)C